5-(aminomethyl)-1-isopropyl-3-[4-(trifluoromethyl)phenyl]pyridin-2-one hydrochloride Cl.NCC=1C=C(C(N(C1)C(C)C)=O)C1=CC=C(C=C1)C(F)(F)F